4-bromodibenzo[b,d]furan-d7 BrC1=C(C(=C(C2=C1OC1=C2C(=C(C(=C1[2H])[2H])[2H])[2H])[2H])[2H])[2H]